(Z)-4-(2,6-dimethyl-7-(4-(methylsulfonyl)benzyl)-5H-pyrrolo[3,2-d]pyrimidin-5-yl)-3-fluorobut-2-en-1-amine dihydrochloride Cl.Cl.CC=1N=CC2=C(N1)C(=C(N2C/C(=C/CN)/F)C)CC2=CC=C(C=C2)S(=O)(=O)C